PYRROL-4-ONE N=1C=CC(C1)=O